BrC1=CN=C(S1)C1CN(C1)C(=O)OC(C)(C)C tert-Butyl 3-(5-bromothiazol-2-yl)azetidine-1-carboxylate